(R)-3-(2-(dimethylamino)-2-phenylethyl)-5-(2-fluoro-3-((tetrahydro-2H-pyran-4-yl)oxy)phenyl)-1-(2-fluoro-6-(trifluoromethyl)benzyl)-6-methylpyrimidine-2,4(1H,3H)-dione CN([C@@H](CN1C(N(C(=C(C1=O)C1=C(C(=CC=C1)OC1CCOCC1)F)C)CC1=C(C=CC=C1C(F)(F)F)F)=O)C1=CC=CC=C1)C